tert-Butyl 4-(chlorosulfonyl)piperidine-1-carboxylate ClS(=O)(=O)C1CCN(CC1)C(=O)OC(C)(C)C